O[C@@H]1[C@H](O[C@@H]([C@@H]1O)N1C2=NC(=NC(=C2N=C1)NCC1=NC=CC=C1)C=1C=NC=C(C1)OC)C(=O)NC (2S,3S,4R,5S)-3,4-dihydroxyl-5-(2-(5-methoxypyridin-3-yl)-6-((pyridin-2-ylmethyl)amino)-9H-purin-9-yl)-N-methyltetrahydrofuran-2-carboxamide